5-(sec-butyl)-7,11b-dihydro-1H,3H-benzo[f]oxazolo[3,4-d][1,4]diazepine-3,6(5H)-dione C(C)(CC)C1C(NC2=C(C3N1C(OC3)=O)C=CC=C2)=O